OC1=C(C=C(C=C1C(C)(C)CC)C(C)(C)CC)N1NC2=C(N1)C=CC=C2 2-(2'-hydroxy-3',5'-di-t-amylphenyl)benzotriazoleN